C1=CC=C(C=2OC3=C(C21)C=CC=C3)C3=CC=C(C=C3)NC3=CC=CC2=CC=CC=C32 N-(4-(dibenzo[b,d]furan-4-yl)phenyl)naphthalen-1-amine